NC1=NC(=CC(=N1)C=1N=NN(C1)CC1=CC=CC(=N1)C(CC(=O)O)(C)C)C1=CC(=C(C=C1)F)F 3-[6-({4-[2-Amino-6-(3,4-difluorophenyl)-4-pyrimidinyl]-1H-1,2,3-triazol-1-yl}methyl)-2-pyridyl]-3-methylbutyric acid